NC1=CC=C(CCN2[C@H](O[C@@H](C2=O)C)C=2C(=NN(C2)C2=CC=C(C=C2)Br)C2=NC=C(C=C2)F)C=C1 (2R,5R)-3-(4-aminophenethyl)-2-(1-(4-bromophenyl)-3-(5-Fluoropyridin-2-yl)-1H-pyrazol-4-yl)-5-methyloxazolidin-4-one